(8aR,12aR)-2,8,8,11-tetramethyl-5-pentyl-8a,9,10,12a-tetrahydro-4H,8H-benzo[c][1,3]dioxino[4,5-f]chromen-4-one CC1OC(C=2C(=C3[C@H]4[C@H](C(OC3=CC2CCCCC)(C)C)CCC(=C4)C)O1)=O